2-(4-chlorophenyl)-3-cyanomethyl-indazole ClC1=CC=C(C=C1)N1N=C2C=CC=CC2=C1CC#N